(2-chloro-4-fluoro-phenyl)-[8-[2-methoxy-5-(4-piperidylsulfonyl)phenyl]-3,8-diazabicyclo[3.2.1]octan-3-yl]methanone ClC1=C(C=CC(=C1)F)C(=O)N1CC2CCC(C1)N2C2=C(C=CC(=C2)S(=O)(=O)C2CCNCC2)OC